N-(5-(7-fluoro-[1,2,4]triazolo[1,5-a]pyridin-2-yl)-8-(methylamino)-2,7-naphthyridin-3-yl)cyclopropanecarboxamide FC1=CC=2N(C=C1)N=C(N2)C2=C1C=C(N=CC1=C(N=C2)NC)NC(=O)C2CC2